C1(CC1)S(=O)(=O)N[C@@H]1[C@@H](N(CCC1)C(=O)OC(C)C)COC1CCN(CC1)C1=NC=CC=N1 isopropyl cis-3-((cyclopropylsulfonyl)amino)-2-(((1-(pyrimidin-2-yl)piperidin-4-yl)oxy)methyl)piperidine-1-carboxylate